heptenyl fluoride C(=CCCCCC)F